sodium 2-chloro-6-[(4,6-dimethoxypyrimidin-2-yl)thio]benzoate ClC1=C(C(=O)[O-])C(=CC=C1)SC1=NC(=CC(=N1)OC)OC.[Na+]